1H-pyrazolo[3,4-b]pyridin-3-amide N1N=C(C=2C1=NC=CC2)C(=O)N